CN1CCN(CC1)CCCC(=O)OCC1=CC(=CC(=C1)OCCCCCCCCCCCC)OCCCCCCCCCCCC 3,5-Bis(dodecyloxy)benzyl 4-(4-methylpiperazin-1-yl)butanoate